1-(benzo[d]thiazol-5-yl)-N-methylethylamine S1C=NC2=C1C=CC(=C2)C(C)NC